7-tert-butyl-2-(2,2,2-trifluoroacetyl)-1,3-dihydroisoquinolin-4-one C(C)(C)(C)C1=CC=C2C(CN(CC2=C1)C(C(F)(F)F)=O)=O